C(=C)C=1C(=CC=C2C=C(C=C(C12)B1OC(C(O1)(C)C)(C)C)OCOC)F 2-[8-ethenyl-7-fluoro-3-(methoxymethoxy)naphthalen-1-yl]-4,4,5,5-tetramethyl-1,3,2-dioxaborolane